CNC(=O)C=1N(C2=CC(=CC=C2C1)OC(F)(F)F)C=1C=C(C=CC1)CCC(=O)O trans-(rac)-3-(3-(2-(methylcarbamoyl)-6-(trifluoromethoxy)-1H-indol-1-yl)phenyl)propanoic acid